C1=CC(=C(C(=C1)Cl)CCl)F O-methylbenzyl chloride